3-Ethyl-7-((4-(8-(methylamino)quinolin-3-yl)piperazin-1-yl)methyl)-1,5-naphthyridin-2(1H)-one C(C)C=1C(NC2=CC(=CN=C2C1)CN1CCN(CC1)C=1C=NC2=C(C=CC=C2C1)NC)=O